ClC=1C=C(C=CC1OC)NC(=O)C=1C=NN(C1C(F)(F)F)C=1C=CC=C2C=CN=CC12 N-(3-Chloro-4-methoxyphenyl)-1-(isochinolin-8-yl)-5-(trifluoromethyl)-1H-pyrazol-4-carboxamid